tert-Butyl 4-((3aR,4R,6R,6aS)-6-(4-amino-5-bromo-2-chloro-7H-pyrrolo[2,3-d]pyrimidin-7-yl)-2,2-dimethyltetrahydro-4H-cyclopenta[d][1,3]dioxol-4-yl)piperidine-1-carboxylate NC=1C2=C(N=C(N1)Cl)N(C=C2Br)[C@@H]2C[C@@H]([C@@H]1[C@H]2OC(O1)(C)C)C1CCN(CC1)C(=O)OC(C)(C)C